tert-butyl 7-(2-hydroxyethyl)-5-azaspiro[2.4]heptane-5-carboxylate OCCC1CN(CC12CC2)C(=O)OC(C)(C)C